C(C1=CC=CC=C1)(=O)OCOP(=O)(SCC(CNC)CNC)OCOC(C1=CC=CC=C1)=O ({[(benzoyloxy)methoxy]({[3-(methylamino)-2-[(methylamino)methyl]propyl] sulfanyl})phosphoryl}oxy)methyl benzoate